C(#N)C1=C(C=CC(=N1)C(=O)NC)N1CCN(CC1)CC1CC=2NC(C(=CC2CO1)C)=O 6-cyano-N-methyl-5-(4-((3-methyl-2-oxo-1,5,7,8-tetrahydro-2H-pyrano[4,3-b]pyridin-7-yl)methyl)piperazin-1-yl)picolinamide